FC(C1(CC1)C1=CC=NO1)(F)F 5-(1-(TRIFLUOROMETHYL)CYCLOPROPYL)ISOXAZOL